S1C(=CC2=C1C=CC=C2)NC2CCC(CC2)=O 4-(benzothienylamino)cyclohexanone